[Yb].[Hf] hafnium-ytterbium